((2-(4-(tert-butyl) phenoxy) acetyl) glycyl) phenylbenzo[d][1,3]dioxan-5-carboxylate C1(=CC=CC=C1)C1OCC2=C(O1)C=CC=C2C(=O)OC(CNC(COC2=CC=C(C=C2)C(C)(C)C)=O)=O